C(#N)C1=CC=C(C(=O)NC2(CCC2)C2=CC=C(C=C2)C2=NC=C(N=C2)C2CC2)C=C1 4-cyano-N-(1-(4-(5-cyclopropylpyrazin-2-yl)phenyl)cyclobutyl)benzamide